trimethyl-tris(di-tert-butyl-4-hydroxybenzyl)-benzene CC1=C(C(=C(C(=C1C(C1=CC=C(C=C1)O)(C(C)(C)C)C(C)(C)C)C(C1=CC=C(C=C1)O)(C(C)(C)C)C(C)(C)C)C(C1=CC=C(C=C1)O)(C(C)(C)C)C(C)(C)C)C)C